OC=1C(=NC=CC1)C(=O)NC=1C=C(CNC(OCCCC)=O)C=CC1 butyl (3-(3-hydroxypicolinamido)benzyl)carbamate